4-bromo-2,3-dihydro-7-benzofuranone BrC1=CCC(C2=C1CCO2)=O